O1C(CCCC1)OC(C(=O)O)C[C@@H](C)[C@H]1CC[C@H]2[C@@H]3C(C([C@@H]4CCCC[C@]4(C)[C@H]3CC[C@]12C)=CC)=O tetrahydropyranyloxy-6-ethylidene-7-keto-5β-cholanic acid